[1,4]diazepine-7-carboxylate N1C=CN=CC=C1C(=O)[O-]